N-(4-(4-amino-1-methyl-7-(1-(5-methylpiperidin-3-yl)-1H-pyrazol-4-yl)-1H-pyrazolo[4,3-c]pyridin-3-yl)-2-((S)-1-(4-fluorophenyl)ethoxy)phenyl)-1,1-difluoromethane-sulfonamide NC1=NC=C(C2=C1C(=NN2C)C2=CC(=C(C=C2)NS(=O)(=O)C(F)F)O[C@@H](C)C2=CC=C(C=C2)F)C=2C=NN(C2)C2CNCC(C2)C